O(CC(=O)Cl)CC(=O)Cl 2,2'-oxodiacetyl chloride